O=C1OC[C@H](N1)CCC(=O)N1CCC(CC1)CNS(=O)(=O)C1=CC=C(C=C1)OC(F)(F)F N-[[1-[3-[(4R)-2-Oxooxazolidin-4-yl]propanoyl]-4-piperidyl]methyl]-4-(trifluoro-methoxy)benzene-sulfonamide